C1(CC1)C1=CC(=CC=2N=C(OC21)C=2C=C(C=CC2)C2=C(C=C(C=C2)F)C2=NN=CN2C)CN[C@H]2[C@H](CCC2)O (1S,2R)-2-(((7-Cyclopropyl-2-(4'-fluoro-2'-(4-methyl-4H-1,2,4-triazol-3-yl)-[1,1'-biphenyl]-3-yl)benzo[d]oxazol-5-yl)methyl)amino)cyclopentan-1-ol